C(#C)C=1C2=C(N=C(N1)N1[C@H](CC1)C)CCC2 4-ethynyl-2-[(2S)-2-methylazetidin-1-yl]-6,7-dihydro-5H-cyclopenta[d]pyrimidine